N-({1-[4-(3-fluorophenoxy)-6-(trifluoromethyl)pyrimidin-2-yl]-3-hydroxypyrrolidin-3-yl}methyl)-2-methylpropanamide FC=1C=C(OC2=NC(=NC(=C2)C(F)(F)F)N2CC(CC2)(O)CNC(C(C)C)=O)C=CC1